CC1=CC=C(C=C1)CC(CC(=O)OCC)=O ethyl 4-(4-methylphenyl)-3-oxobutyrate